ClC=1C(N(CCC1)C1=CC=C(C=C1)[N+](=O)[O-])=O 3-Chloro-1-(4-nitrophenyl)-5,6-dihydropyridin-2(1H)-on